ONC(CC=1C=C(C=CC1)NC(=O)C1=NC2=CC(=C(C=C2N(C1=O)C[C@@H]([C@@H]([C@@H](CO)O)O)O)C)C)=O N-(3-(2-(hydroxyamino)-2-oxoethyl)phenyl)-6,7-dimethyl-3-oxo-4-((2s,3s,4r)-2,3,4,5-tetrahydroxypentyl)-3,4-dihydroquinoxaline-2-carboxamide